5-[(2R)-4,4-difluoro-2-methylpyrrolidin-1-yl]pentanoic acid FC1(C[C@H](N(C1)CCCCC(=O)O)C)F